FC(C1=CC(=CC=N1)C(=O)N)(F)F 6-(trifluoromethyl)pyridine-4-carboxamide